N-[6-(2,2-difluoroethoxy)-5-fluoro-2-methoxy-3-pyridyl]-1-keto-2-methyl-isoquinoline-5-sulfonamide FC(COC1=C(C=C(C(=N1)OC)NS(=O)(=O)C=1C=2C=CN(C(C2C=CC1)=O)C)F)F